[N+](=O)([O-])C1=C(C=CC=C1)NS([O-])(=O)=O.[Na+] Sodium N-(2-nitrophenyl)sulfamate